8-((3S,5S)-3,5-dimethylpiperazin-1-yl)-2-methyl-4-(5-methyl-1,3,4-oxadiazol-2-yl)-N-(1-methylcyclopropyl)quinazoline-6-sulfonamide C[C@H]1CN(C[C@@H](N1)C)C=1C=C(C=C2C(=NC(=NC12)C)C=1OC(=NN1)C)S(=O)(=O)NC1(CC1)C